P(=O)(OC1=C(C(=CC=C1)C)C)(OC1=C(C(=CC=C1)C)C)OC1=C(C(=CC=C1)C)C tris-(dimethylphenyl) phosphate